ClC1=NC=C(C=N1)CN1C=CC=C2C1=NC(N(C2=O)C2CCCCC2)=O 8-((2-chloropyrimidin-5-yl)methyl)-3-cyclohexylpyrido[2,3-d]pyrimidine-2,4(3H,8H)-dione